Cl.Cl.FC1=C(C=CC=2NC(=NC21)CN)F 1-(4,5-difluoro-1H-benzimidazol-2-yl)methanamine dihydrochloride